[Cl-].[Cl-].C[Si](=[Zr+2](C1C(=CC2=C(C=C(C=C12)C)C1=CC=C(C=C1)C(C)(C)C)C)C1C(=CC2=C(C=C(C=C12)C)C1=CC=CC=C1)C(C)C)C Dimethylsilylene-(2-isopropyl-6-methyl-4-phenyl-indenyl)(2,6-dimethyl-4-(p-tert-butyl-phenyl)indenyl)zirconium dichloride